3-[5-({[4-(Aminomethyl)phenyl]methyl}(methyl)amino)-1-(4-methylfuran-3-carbonyl)-1H-pyrazol-3-yl]-N,N-dimethyl-2-(trifluoromethyl)azetidin-1-carboxamid NCC1=CC=C(C=C1)CN(C1=CC(=NN1C(=O)C1=COC=C1C)C1C(N(C1)C(=O)N(C)C)C(F)(F)F)C